propyl (S)-2-(6-amino-3-(3-(5-methyl-1,2,4-oxadiazol-3-yl) benzoylamino) hexanoylamino)-4-methylthiazole-5-carboxylate NCCC[C@@H](CC(=O)NC=1SC(=C(N1)C)C(=O)OCCC)NC(C1=CC(=CC=C1)C1=NOC(=N1)C)=O